N12CC(C(CC1)C2)C=2SC1=C(N2)C=C(C=C1)[C@@H]1N(C[C@H](CC1)C)C(C(=O)NC=1C2=C(C=NC1)C=NN2COCC[Si](C)(C)C)=O 2-((2R,5S)-2-(2-(1-Azabicyclo[2.2.1]heptan-3-yl)benzo[d]thiazol-5-yl)-5-methylpiperidin-1-yl)-2-oxo-N-(1-((2-(trimethylsilyl)ethoxy)methyl)-1H-pyrazolo[4,3-c]pyridin-7-yl)acetamide